3-{[(1S)-1-([3,3'-bipyridyl]-5-yl)ethyl]amino}-4-methylbenzoic acid N1=CC(=CC(=C1)[C@H](C)NC=1C=C(C(=O)O)C=CC1C)C=1C=NC=CC1